FC(OC=1C=C(C=CC1Cl)B1OC(C(O1)(C)C)(C)C)F 2-(3-(difluoromethoxy)-4-chlorophenyl)-4,4,5,5-tetramethyl-1,3,2-dioxaborolane